FC1=C(COC2=C(C(N(C(=C2)C)C=2C(=NC(=NC2)CNC(CO)=O)C)=O)Br)C=CC(=C1)F N-((5-(4-(2,4-difluorobenzyloxy)-3-bromo-6-methyl-2-oxopyridin-1(2H)-yl)-4-methylpyrimidin-2-yl)methyl)-2-hydroxyacetamide